NC1=NC(=C(C(=N1)N)N)N 2,4,5,6-Tetra-aminopyrimidin